1-(3,4-dichlorophenyl)piperidine-4-carboxylic acid ClC=1C=C(C=CC1Cl)N1CCC(CC1)C(=O)O